NC1=NC=C(C(=N1)OC(C)C)C(=O)O 2-amino-4-isopropoxypyrimidine-5-carboxylic acid